2,3-dioxoindoline-5-formamide O=C1NC2=CC=C(C=C2C1=O)C(=O)N